CC1C(C(CC=C1)C)C1=CC=CC=C1 1,3-dimethyl-2-phenyl-2,3-dihydro-1H-benzol